C(C)(C)OC(=O)C=1C(=NC=NC1)NC1=C(C=CC=C1)N(S(=O)(=O)C)C 4-((2-(N-methylmethanesulfonamido)phenyl)amino)pyrimidine-5-carboxylic acid isopropyl ester